4-(ethylsulfonylamino)benzamide C(C)S(=O)(=O)NC1=CC=C(C(=O)N)C=C1